OC1(CCC1)CNC(=O)C=1SC=C(N1)C(=O)N1[C@H](CCC1)C (S)-N-((1-hydroxycyclobutyl)methyl)-4-(2-methylpyrrolidine-1-carbonyl)thiazole-2-carboxamide